C(C)(C)C1=C(CC=2C(=NC(=NC2)NC2=CC=C(C=C2)OC)N)C=C(C(=C1)OC)OC 5-(2-Isopropyl-4,5-dimethoxy-benzyl)-N2-(4-methoxy-phenyl)-pyrimidine-2,4-diamine